3-chloro-[1,1'-biphenyl]-4-amine ClC=1C=C(C=CC1N)C1=CC=CC=C1